3-(Benzo[d][1,3]dioxol-4-yl)-1,5-dimethyl-1H-pyrazol-4-ol O1COC2=C1C=CC=C2C2=NN(C(=C2O)C)C